O(C(C)C)C=1S(C=CC1)(=O)=O isopropoxylthiophene 1,1-dioxide